(S)-1-(5-chloro-4-((1-(5-(3,5-difluorophenyl)-4,5-dihydro-1H-pyrazole-1-carbonyl)azetidin-3-yl)oxy)pyridin-2-yl)-3,5-dimethyl-1H-pyrazole-4-carboxamide ClC=1C(=CC(=NC1)N1N=C(C(=C1C)C(=O)N)C)OC1CN(C1)C(=O)N1N=CC[C@H]1C1=CC(=CC(=C1)F)F